OC=1C=C(C=CC1O)C(C(=O)O)=C 3,4-dihydroxyphenyl-acrylic acid